[1-(2H3)methyl-1H-pyrazol-4-yl]phenol C(N1N=CC(=C1)C1=C(C=CC=C1)O)([2H])([2H])[2H]